2-amino-3,3-difluoropropan-1-ol NC(CO)C(F)F